4-(3-bromoanilino)-2'-(3-chlorophenyl)-2',3'-dihydrospiro[cyclohexane-1,1'-indene]-4-carboxylic acid BrC=1C=C(NC2(CCC3(C(CC4=CC=CC=C34)C3=CC(=CC=C3)Cl)CC2)C(=O)O)C=CC1